N1(C=NC=C1)C1=C(C(=O)O)C=C(C(=C1)C(=O)O)N1C=NC=C1 2,5-di(1H-imidazol-1-yl)terephthalic acid